Racemic-6-(3-(3-(2-(4-fluorophenyl)azetidin-1-yl)propanoyl)-3,8-diazabicyclo[3.2.1]octan-8-yl)nicotinonitrile FC1=CC=C(C=C1)C1N(CC1)CCC(=O)N1CC2CCC(C1)N2C2=NC=C(C#N)C=C2